5-aminooctanoic acid NC(CCCC(=O)O)CCC